2-((8-isopropyl-1-oxaspiro[4.5]dec-2-yl)oxy)ethan-1-ol C(C)(C)C1CCC2(CCC(O2)OCCO)CC1